N-(3-cyclopropyl-1H-pyrazol-5-yl)-2-(7-methylimidazo[1,2-a]pyridin-2-yl)propanamide C1(CC1)C1=NNC(=C1)NC(C(C)C=1N=C2N(C=CC(=C2)C)C1)=O